CCCCCCCCCCCCCCCC(=O)NC1=CC(=C(C=C1)C2=C3C=CC(=O)C=C3OC4=C2C=CC(=C4)O)C(=O)O The molecule is a fluorescin compound having a hexadecanoylamino substituent at the 5-position. It has a role as a fluorochrome. It is a xanthene dye and an amidobenzoic acid. It derives from a fluorescin.